N-(4-methoxyphenyl)-4-((2-methyl-4-phenylthiazol-5-yl)oxy)pyridin-2-amine COC1=CC=C(C=C1)NC1=NC=CC(=C1)OC1=C(N=C(S1)C)C1=CC=CC=C1